C(C1=CC=CC=C1)OC(=O)NC(=N)C1=CC=C(CNC(=O)[C@@H]2C[C@H](CN2C([C@@H](CCC2=CC=CC=C2)NC(=O)OC(C)(C)C)=O)C(=O)OC)C=C1 methyl (3R,5S)-5-((4-(N-((benzyloxy)carbonyl)carbamimidoyl)benzyl)carbamoyl)-1-((R)-2-((tert-butoxycarbonyl)amino)-4-phenylbutanoyl)pyrrolidine-3-carboxylate